OC1=C2C=CC(=NC2=CN=C1C(=O)NCC=1C=NC(=CC1)O)N1CCOCC1 5-hydroxy-N-((6-hydroxypyridin-3-yl)methyl)-2-morpholino-1,7-naphthyridine-6-carboxamide